1-(cyclopropylmethyl)-3-[4-[6-(4-ethyl-1,2,4-triazol-3-yl)imidazo[1,5-a]pyridin-8-yl]oxyphenyl]imidazolidin-2-one C1(CC1)CN1C(N(CC1)C1=CC=C(C=C1)OC=1C=2N(C=C(C1)C1=NN=CN1CC)C=NC2)=O